4-Oxononanal O=C(CCC=O)CCCCC